FC(C=1N=C2N(CCN(C2)C(=O)[C@@H]2CC23CCN(CC3)C(=O)OC(C(F)(F)F)C(F)(F)F)C1)(F)F |r| 1,1,1,3,3,3-hexafluoro-propan-2-yl (±)-1-(2-(tri-fluoromethyl)-5,6,7,8-tetra-hydroimidazo-[1,2-a]pyrazine-7-carbonyl)-6-azaspiro-[2.5]octane-6-carboxylate